1-(4-(1-(2,6-dichlorophenyl)azetidin-3-yl)-2,6-diethylbenzyl)piperidine-4-carboxylic acid, formic acid salt C(=O)O.ClC1=C(C(=CC=C1)Cl)N1CC(C1)C1=CC(=C(CN2CCC(CC2)C(=O)O)C(=C1)CC)CC